N-Bocmethionine hydrazide C(=O)(OC(C)(C)C)N(N)C([C@@H](N)CCSC)=O